C(CCCCCCC)C(CCCCCCCC)OC(CCCCCCCOC(=O)[C@H]1NCC[C@@H](C1)O)=O (2s,4s)-4-hydroxypiperidine-2-carboxylic acid [8-(1-octylnonyloxy)-8-oxo-octyl] ester